FC=1C=C(COC2=NC(N3C(N4C5(CC3)CC(C4)C5)=C2)=O)C=CC1OC1=CC(=NC=C1)C(F)(F)F 2-((3-fluoro-4-((2-(trifluoromethyl)pyrid-4-yl)oxy)benzyl)oxy)-6,7,9,10-tetrahydro-4H,8H-7a,9-methanopyrimido[1,6-a]pyrrolo[1,2-c]pyrimidine-4-one